6-methoxy-2-[(1r,4r)-4-formylcyclohexyl]indazol-5-yl-6-(trifluoromethyl)pyridine-2-sulfonamide COC=1C(=CC2=CN(N=C2C1)C1CCC(CC1)C=O)C=1C(=NC(=CC1)C(F)(F)F)S(=O)(=O)N